ClC(C1=NC(=NO1)C1=CC=2N(C=C1)C(=C(N2)C)N=S(=O)(CC2=NN(C=N2)C)C)(F)F ((7-(5-(chlorodifluoromethyl)-1,2,4-oxadiazol-3-yl)-2-methylimidazo[1,2-a]pyridin-3-yl)imino)(methyl)((1-methyl-1H-1,2,4-triazol-3-yl)methyl)-λ6-sulfanone